NC=1C=C(C=C(C1)C(F)(F)F)[C@@H](C)NC1=NC(=NC2=C3C(=C(C=C12)C1CCN(CC1)C(=O)C1CC1)CCC3)C (R)-(4-(4-((1-(3-amino-5-(trifluoromethyl)phenyl)ethyl)amino)-2-methyl-8,9-dihydro-7H-cyclopenta[h]quinazolin-6-yl)piperidin-1-yl)(cyclopropyl)methanone